N(=[N+]=[N-])C1CCC(CC1)(F)F 4-azido-1,1-difluorocyclohexane